C(C)[NH+](CC)CC.P(O[C@H]1[C@H]([C@@H](C[C@@H]1CO)N1C=2N=CNC(C2N=C1)=O)O[Si](C)(C)C(C)(C)C)(O)=O (1R,2S,3R,5R)-2-((tert-butyldimethylsilyl)oxy)-5-(hydroxymethyl)-3-(6-oxo-1,6-dihydro-9H-purin-9-yl)cyclopentyl hydrogen phosphonate, triethylammonium salt